CN(CCN(C(C)=O)C1=CC=C(N\C(\C2=CC=CC=C2)=C\2/C(NC3=CC(=CC=C23)C(=O)OC)=O)C=C1)C 3-Z-[1-(4-(N-(2-dimethylamino-ethyl)-N-acetyl-amino)-anilino)-1-phenyl-methylene]-6-methoxycarbonyl-2-indolinone